tert-Butyl 4-[4-[3-cyano-5-[(1R)-1-(5-fluoro-2-pyridyl)ethoxy]imidazo[1,2-c]pyrimidin-7-yl]-5-methyl-pyrazol-1-yl]piperidine-1-carboxylate C(#N)C1=CN=C2N1C(=NC(=C2)C=2C=NN(C2C)C2CCN(CC2)C(=O)OC(C)(C)C)O[C@H](C)C2=NC=C(C=C2)F